[4-(3-phenylpropyl)-piperazin-1-yl]-2-pyridin-2-yl-4,5,6,7-tetrahydro-2H-indazol-3-ol C1(=CC=CC=C1)CCCN1CCN(CC1)C1C2=C(N(N=C2CCC1)C1=NC=CC=C1)O